6-(4-Fluorofurfurylamino)-9-β-D-arabinofuranosylpurin FC=1C=C(CNC2=C3N=CN(C3=NC=N2)[C@H]2[C@@H](O)[C@H](O)[C@H](O2)CO)OC1